1-(octadecyloxy)ethane C(CCCCCCCCCCCCCCCCC)OCC